1-chloro-1-[2-(1-hydroxy-1-methylethyl)phenyl]-3,3-dimethyl[3H-2,1-benzoxathiol] ClC(C1(OSC2=C1C=CC=C2)C)C2=C(C=CC=C2)C(C)(C)O